C(C)C1N=C(SC1)C1=C(N)C=CC=C1 2-(4-ethyl-4,5-dihydrothiazol-2-yl)aniline